zirconium nitrate chloride [Cl-].[N+](=O)([O-])[O-].[Zr+2]